(3-(Dodecyloxy)-5-(hexadecyloxy)phenyl)methanol C(CCCCCCCCCCC)OC=1C=C(C=C(C1)OCCCCCCCCCCCCCCCC)CO